(3,4-dichlorophenoxy)-N-[trans-2-(hydroxymethyl)-1,3-dioxan-5-yl]acetamide ClC=1C=C(OCC(=O)N[C@H]2CO[C@@H](OC2)CO)C=CC1Cl